(R,S)-N-[3-(1,1-Difluoro-2-{[6-({2-hydroxy-2-[4-hydroxy-3-(hydroxymethyl)-phenyl]-ethyl}amino)hexyl]oxy}ethyl)phenyl]urea FC(COCCCCCCNC[C@@H](C1=CC(=C(C=C1)O)CO)O)(F)C=1C=C(C=CC1)NC(=O)N